[O-]P([O-])(=O)OP(=O)([O-])OP(=O)([O-])OP(=O)([O-])OP(=O)([O-])[O-] pentaphosphate